C1(CC(O)(C(=O)[O-])CC(=O)OCCCCCCC(CCCCCCCO1)C)=O propane-1,2-diylbis-hexyl citrate